BrC1=C(CN2C3=NC=NC(=C3N=C2)N(C(OC(C)(C)C)=O)C(=O)OC(C)(C)C)C(=CC(=C1)Cl)N1CC(CC1)(COC)NC(=O)OC(C)(C)C tert-butyl (9-(2-bromo-6-(3-((tert-butoxycarbonyl)amino)-3-(methoxymethyl)pyrrolidin-1-yl)-4-chlorobenzyl)-9H-purin-6-yl)(tert-butoxycarbonyl)carbamate